5-[1-hydroxy-2-(3-methylthiophenylamino)ethyl]-1,3,4-oxadiazole-2(3H)-thione OC(CNC1=CC(=CC=C1)SC)C1=NNC(O1)=S